N-(4-methoxyphenethyl)phthalimide COC1=CC=C(CCN2C(C=3C(C2=O)=CC=CC3)=O)C=C1